CC1OC=CC1=O methyl-3(2H)-furanone